[Br-].[Br-].C[SiH](C)[Zr+2](C1(C=CC=C1)C)C1(C=CC=C1)C dimethylsilyl-bis(methylcyclopentadienyl)zirconium dibromide